3-((1-((6-(1,1-difluoroethyl)-3-methoxy-2,3-dihydropyridazin-4-yl)methyl)-6-oxo-4-(trifluoromethyl)-1,6-dihydropyrimidin-5-yl)oxy)-2-fluorobenzonitrile FC(C)(F)C=1C=C(C(NN1)OC)CN1C=NC(=C(C1=O)OC=1C(=C(C#N)C=CC1)F)C(F)(F)F